CN(S(=O)(=O)C1=CC=C(C=C1)S(=O)(=O)NC1=C(C=CC=C1)N1CC(OCC1)CC#C)C N1,N1-dimethyl-N4-(2-(2-(prop-2-yn-1-yl)morpholino)phenyl)benzene-1,4-disulfonamide